C(CCCCCCCCCCC)C1=CC=C(C=C)C=C1 4-dodecylstyrene